CN1N=CC=C1C(CNC(OC(C)(C)C)=O)=O tert-butyl [2-(1-methyl-1H-pyrazol-5-yl)-2-oxoethyl]carbamate